(3-((2-(1,4-dimethyl-1H-pyrazol-5-yl)-5-fluoropyridin-4-yl)oxy)azetidin-1-yl)(5-(thiazol-4-yl)-4,5-dihydro-1H-pyrazol-1-yl)methanone CN1N=CC(=C1C1=NC=C(C(=C1)OC1CN(C1)C(=O)N1N=CCC1C=1N=CSC1)F)C